ClC=1C=C(C=CC1Cl)C=1N(C(=CC(C1C(=O)O)=O)CN1N=CC(=C1)F)CC 2-(3,4-dichlorophenyl)-1-ethyl-6-[(4-fluoropyrazol-1-yl)methyl]-4-oxo-pyridine-3-carboxylic acid